[Si](C)(C)(C(C)(C)C)O[C@@H]1C[C@H](N(C1)C(=O)OC(C)(C)C)C=1NC=CN1 tert-Butyl (2S,4R)-4-[tert-butyl(dimethyl)silyl]oxy-2-(1H-imidazol-2-yl)pyrrolidine-1-carboxylate